C(=C)C=1C(=C(C(=C(C1)B(O)O)C=C)C=C)C=C tetravinyl-phenylboronic acid